BrC=1C(=C(C=CC1)[C@@]1(CC2(CN(C2)C(=O)OC(C)(C)C)CC1)O)F |r| (rac)-tert-Butyl 6-(3-bromo-2-fluorophenyl)-6-hydroxy-2-azaspiro[3.4]octane-2-carboxylate